P(=O)([O-])([O-])[O-].[Ce+3].C(C1CO1)C=1C(=C(C(=C(C1)C(C1=CC=CC=C1)(N)N)CC1CO1)CC1CO1)CC1CO1 TETRAGLYCIDYL-DIAMINODIPHENYLMETHANE cerium phosphate